4-(benzo[d]thiazol-2-ylsulfanyl)-N-(3-fluorophenyl)piperidine-1-carboxamide S1C(=NC2=C1C=CC=C2)SC2CCN(CC2)C(=O)NC2=CC(=CC=C2)F